4-ethynyl-6-(p-fluorophenyl)-2-pyrimidinylamine C(#C)C1=NC(=NC(=C1)C1=CC=C(C=C1)F)N